C[C@@H]1CN(C[C@@H](N1)C)C1=C2C=NC(=NC2=C(C=C1)C(=O)NC1=CC2=CN(N=C2C(=C1)F)C)C 5-[(3R,5S)-3,5-dimethylpiperazin-1-yl]-N-(7-fluoro-2-methylindazol-5-yl)-2-methylquinazoline-8-carboxamide